5-chloro-2-cyano-pyridin-3-yl 3-deoxy-2-O-methyl-3-[4-(2-thiazolyl)-1H-1,2,3-triazol-1-yl]-1-thio-alpha-D-galactopyranoside CO[C@H]1[C@@H](SC=2C(=NC=C(C2)Cl)C#N)O[C@@H]([C@@H]([C@@H]1N1N=NC(=C1)C=1SC=CN1)O)CO